C(C)(C)C1=C(C=CC=C1)C1=CC=C(C=C1)C1=NC(=NO1)C1=CC=C(C=C1)C=1N(C=C(N1)C(F)(F)F)C 5-(2'-isopropyl-[1,1'-biphenyl]-4-yl)-3-(4-(1-methyl-4-(trifluoromethyl)-1H-imidazol-2-yl)phenyl)-1,2,4-oxadiazole